(E)-1,3,4-oxadiazole O1C=NN=C1